N5,N6-bis(2-fluoro-4-(trifluoromethyl)phenyl)-1-methyl-2-(trifluoromethyl)-imidazo[4,5-b]pyrazine-5,6-diamine FC1=C(C=CC(=C1)C(F)(F)F)NC=1N=C2C(=NC1NC1=C(C=C(C=C1)C(F)(F)F)F)N(C(=N2)C(F)(F)F)C